7-(8-bromonaphthalen-1-yl)-2,4-dichloro-5,6,7,8-tetrahydroquinazoline BrC=1C=CC=C2C=CC=C(C12)C1CCC=2C(=NC(=NC2C1)Cl)Cl